C[Si](C)(C)C#CC1=C(C=CC=C1)NS(=O)(=O)C N-(2-((trimethylsilyl)ethynyl)phenyl)methanesulfonamide